O1C(=CC=C1)CN1C(=CC=C1C)C 1-(furan-2-ylmethyl)-2,5-dimethyl-1H-pyrrole